OCCNCCCCCC(=O)OCC(CCCCCCCC)CCCCCC 2-hexyldecyl 6-((2-hydroxyethyl)amino)hexanoate